hexyl diethylhydroxybenzoate (DiethylaminoHydroxybenzoyl Hexyl Benzoate) C(C)N(CC)C=1C(=C(C(=C(C(=O)O)C1)CCCCCC)C(C1=CC=CC=C1)=O)O.C(C)C1=C(C(=C(C(=O)OCCCCCC)C=C1)O)CC